ethyl 2-bromo-5-(trifluorometh-yl)benzoate BrC1=C(C(=O)OCC)C=C(C=C1)C(F)(F)F